CC1=NC(=C(C(=O)O)C=C1)S methyl-2-mercaptonicotinic acid